Methyl (R,E)-4-(3-((6-(3-(2-ethoxyphenoxy)piperidin-1-yl)pyrazin-2-yl)amino)-2-methyl-3-oxoprop-1-en-1-yl)benzoate C(C)OC1=C(O[C@H]2CN(CCC2)C2=CN=CC(=N2)NC(/C(=C/C2=CC=C(C(=O)OC)C=C2)/C)=O)C=CC=C1